P(=S)([O-])([O-])[O-].[NH4+].[NH4+].[NH4+] (S)-ammonium thiophosphate